FC1=C(C=C(C=C1)F)[C@@H]1[C@H](C1)C=1C=2N(N=C(C1)C=1C(=NC(=NC1)OC)OC)C=CN2 8-[(1S,2S)-2-(2,5-difluorophenyl)cyclopropyl]-6-(2,4-dimethoxypyrimidin-5-yl)imidazo[1,2-b]pyridazine